nickel oxide gallium [Ga].[Ni]=O